tert-butyl (1R,6R)-2,5-diazabicyclo[4.2.0]octane-2-carboxylate [C@@H]12N(CCN[C@@H]2CC1)C(=O)OC(C)(C)C